1H-1,2,4-oxadiazolo[4,3-a]-quinoxalin-1-one C1(ON=C2N1C1=CC=CC=C1N=C2)=O